The molecule is a berberine alkaloid isolated from Corydalis saxicola. It has a role as an EC 5.99.1.2 (DNA topoisomerase) inhibitor and a plant metabolite. It is an organic heterotetracyclic compound and a berberine alkaloid. COC1=C(C2=C(C[C@H]3C4=CC(=C(C=C4CCN3C2)OC)O)C=C1)O